C1(=CC=CC=C1)NCCC[Si](OC)(OC)OC 3-(phenylamino)propyltrimethoxysilane